BrCC(=O)C12COC(C1)(C2)C 2-bromo-1-(1-methyl-2-oxabicyclo[2.1.1]hex-4-yl)ethan-1-one